4-piperidyl 6-[6-[5-(6-methyl-2-pyridyl)-1H-imidazol-4-yl]-3-quinolyl]pyridine-2-carboxylate CC1=CC=CC(=N1)C1=C(N=CN1)C=1C=C2C=C(C=NC2=CC1)C1=CC=CC(=N1)C(=O)OC1CCNCC1